ClC1=C(C=CC=C1NC(=O)C=1N(C2=C(CN(CC2)C[C@H](C)O)N1)C)C1=C(C(=CC=C1)NC(=O)C=1N(C2=C(CN(CC2)C[C@H](C)O)N1)C)C (S)-N,N'-(2-chloro-2'-methylbiphenyl-3,3'-diyl)bis(5-((S)-2-hydroxypropyl)-1-methyl-4,5,6,7-tetrahydro-1H-imidazo[4,5-c]pyridine-2-carboxamide)